[9-[(Cyclohexyl)methyl]-5-carbamoylcarbazol-4-yl]oxyacetic acid C1(CCCCC1)CN1C2=CC=CC(=C2C=2C(=CC=CC12)OCC(=O)O)C(N)=O